C1=NC=C(C2=CC=CC=C12)N1C(N(C[C@H]1C#N)C1=CC=C(C=C1)C(F)(F)F)=O (S)-3-(isoquinolin-4-yl)-2-oxo-1-(4-(trifluoromethyl)phenyl)imidazoline-4-carbonitrile